CSC1=CC=C(C=C1)B(O)O 4-(methylthio)phenylboronic acid